COC1(CC(C1)C=1N(C=C(N1)CC1=CC=NC=C1)COCC[Si](C)(C)C)OC 4-((2-(3,3-Dimethoxycyclobutyl)-1-((2-(trimethylsilyl)ethoxy)methyl)-1H-imidazol-4-yl)methyl)pyridine